C1=CC=C(C=C1)[C@@H](C(=O)O)O (S)-(+)-Mandelic acid